FC1=C(C=CC=C1)C1=NN2C(OCC(C2)CO)=C1C(=O)OCC Ethyl 2-(2-fluorophenyl)-6-(hydroxymethyl)-6,7-dihydro-5H-pyrazolo[5,1-b][1,3]oxazine-3-carboxylate